FC(F)C=1N=CC2=C(N1)C=CC=N2 (difluoromethyl)pyrido[3,2-d]pyrimidin